CN=C1S(=O)(=O)CCC1 methylimino(sulfolane)